C(C)(C)(C)OC(=O)N([C@H](C(=O)O[C@@H](C(=O)O)CC1=CC=C(C=C1)C1CCOCC1)CC(C)(C)F)C (2R)-2-[[(2S)-2-[[(tert-butoxy)carbonyl](methyl)amino]-4-fluoro-4-methylpentanoyl]oxy]-3-[4-(oxan-4-yl)phenyl]propanoic acid